C1(CC1)CN1N=C(C(=C1NC1=NC=NC(=C1)N1N=C(C(=C1C)[C@](C(F)(F)F)(C)O)C)C)C1=CC=C(C#N)C=C1 |r| (±)-4-{1-(cyclopropylmethyl)-5-[(6-{3,5-dimethyl-4-[(2S)-1,1,1-trifluoro-2-hydroxypropan-2-yl]-1H-pyrazol-1-yl}pyrimidin-4-yl)amino]-4-methyl-1H-pyrazol-3-yl}benzonitrile